FC(CO)(F)C=1C(=C(C=CC1)[C@@H](C)NC1=NC(=NC2=CC3=C(C=C12)N(C([C@H](O3)C)=O)C)C)F |&1:26| (R/S)-4-(((R)-1-(3-(1,1-difluoro-2-hydroxyethyl)-2-fluorophenyl)ethyl)amino)-2,6,8-trimethyl-6H-[1,4]oxazino[3,2-g]quinazolin-7(8H)-one